COC(N(C[C@@H]1N(CCOC1)C)C1(CC1)C1=CC(=C(C=C1)F)C(F)(F)F)=O (S)-(1-(4-fluoro-3-(trifluoromethyl)phenyl)cyclopropyl)((4-methylmorpholin-3-yl)methyl)carbamic acid methyl ester